CN1N=C(C=C1C)N\C(\C)=C\1/C(NC2=CN=C(C=C21)C2=C(C=CC=C2C)F)=O (Z)-3-(1-((1,5-dimethyl-1H-pyrazol-3-yl)amino)ethylidene)-5-(2-fluoro-6-methylphenyl)-1H-pyrrolo[2,3-c]pyridin-2(3H)-one